CC1(C(=NC=2C=CC3=C(C12)C=CC=C3)/C=C/C3=CC(=C(C#N)C=C3)F)C 4-[(E)-2-(1,1-Dimethyl-1H-benzo[e]indol-2-yl)ethenyl]-2-fluorobenzonitrile